(R)-3-hydroxy-1-methyl-3-(3-(6-(2-(((S)-1-(1-methyl-1H-pyrazol-5-yl)ethyl)amino)pyrimidin-4-yl)pyridin-2-yl)isoxazol-5-yl)pyrrolidin-2-one O[C@@]1(C(N(CC1)C)=O)C1=CC(=NO1)C1=NC(=CC=C1)C1=NC(=NC=C1)N[C@@H](C)C1=CC=NN1C